1-[4-({4-[(5-amino-2-fluorophenyl)amino]-5-[4-(trifluoromethyl)phenyl]pyrimidin-2-yl}amino)-1H-pyrazol-1-yl]-2-methylpropan-2-ol NC=1C=CC(=C(C1)NC1=NC(=NC=C1C1=CC=C(C=C1)C(F)(F)F)NC=1C=NN(C1)CC(C)(O)C)F